ClC=1C=C(C(=N)NC2C(CCC2)=O)C=CC1F 3-Chloro-4-fluoro-N-(2-oxocyclopentyl)benzamidine